2-{2-amino-[1,2,4]triazolo[1,5-a]pyridin-7-yl}-6-fluoro-N-(3-phenylbutyl)quinoline-4-carboxamide NC1=NN2C(C=C(C=C2)C2=NC3=CC=C(C=C3C(=C2)C(=O)NCCC(C)C2=CC=CC=C2)F)=N1